4-chloro-N-(3-fluoro-5-(phenylethynyl)pyridin-2-yl)-1-(2-isobutyryl-2-azaspiro[3.3]heptan-6-yl)-1H-pyrazole-5-carboxamide ClC=1C=NN(C1C(=O)NC1=NC=C(C=C1F)C#CC1=CC=CC=C1)C1CC2(CN(C2)C(C(C)C)=O)C1